3-(2-methyl-4-oxo-5-((4-(piperidin-1-ylmethyl)phenyl)ethynyl)quinazolin-3(4H)-yl)piperidine-2,6-dione CC1=NC2=CC=CC(=C2C(N1C1C(NC(CC1)=O)=O)=O)C#CC1=CC=C(C=C1)CN1CCCCC1